C(C(=O)C)N1C(N([C@@H](C1)C(=O)N(C)C1=CC(=C(C=C1)F)Cl)C1=NC(=CC(=C1)C(F)(F)F)C)=O (4S)-1-acetonyl-N-(3-chloro-4-fluoro-phenyl)-N-methyl-3-[6-methyl-4-(trifluoromethyl)-2-pyridyl]-2-oxo-imidazolidine-4-carboxamide